C(C)S(=O)(=O)C=1C(=NN2C1C=C(C=C2)C(F)(F)F)C2=NC=1C(=NC=C(C1)C(F)(F)F)N2C 2-[3-ethylsulfonyl-5-(trifluoromethyl)-pyrazolo[1,5-a]pyridin-2-yl]-3-methyl-6-(trifluoromethyl)imidazo[4,5-b]pyridine